(7R,14R)-1-(difluoromethoxy)-11-(3,3-difluoroprop-1-yn-1-yl)-6-(methyl-d3)-6,7-dihydro-7,14-methanobenzo[f]benzo[4,5]imidazo[1,2-a][1,4]diazocin-5(14H)-one FC(OC1=CC=CC=2C(N([C@H]3C=4N([C@@H](C21)C3)C3=C(N4)C=CC(=C3)C#CC(F)F)C([2H])([2H])[2H])=O)F